tert-butyl 2-(5-fluoroquinoline-7-yl)acetate FC1=C2C=CC=NC2=CC(=C1)CC(=O)OC(C)(C)C